butylphenyl-thiourea C(CCC)N(C(=S)N)C1=CC=CC=C1